2-(4-isopropyl-1-oxo-6-(trifluoromethyl)phthalazin-2(1H)-yl)-N-(9H-purin-2-yl)acetamide C(C)(C)C1=NN(C(C2=CC=C(C=C12)C(F)(F)F)=O)CC(=O)NC1=NC=C2N=CNC2=N1